ClC1=CC=C(C=N1)CN(C(=N[N+](=O)[O-])N)/N=C/CCCC 1-[(6-chloro-3-pyridyl)methyl]-2-nitro-1-[(E)-pentylideneamino]guanidine